(S)-Tributyl(1-phenylethoxy)silane C(CCC)[Si](O[C@@H](C)C1=CC=CC=C1)(CCCC)CCCC